N-(R)-4-aza-1-indanyl(2-{3-isopropyl-6-(5-methoxy-1,3,4-oxadiazol-2-yl)-1,1-dioxo-5-[2-(tetrahydro-2H-pyran-4-yl)ethyl]-1λ6-thia-4-aza-7-indanyl}-1-thia-6-aza-7-indenyl)amine C1(CCC2=NC=CC=C12)NC=1N=CC=C2C=C(SC12)C=1C(=C(N=C2C(CS(C12)(=O)=O)C(C)C)CCC1CCOCC1)C=1OC(=NN1)OC